5-(3-acetamido-3-oxoprop-1-en-1-yl)-2-methoxybenzoate C(C)(=O)NC(C=CC=1C=CC(=C(C(=O)[O-])C1)OC)=O